(1S,3S)-Methyl-3-((2-methyl-6-(tributylstannyl)pyridin-3-yl)oxy)cyclohexane C[C@@H]1C[C@H](CCC1)OC=1C(=NC(=CC1)[Sn](CCCC)(CCCC)CCCC)C